C(CCCCCCC\C=C/CCCCCCCC)(=O)NCC1CCN(CC1)C(=O)OC(C)(C)C tert-butyl 4-(oleamidomethyl)piperidine-1-carboxylate